ClC1=CC=C(C=C1)[C@H](C(F)(F)F)N(S(=O)(=O)C=1C=C2C(=NC1)N(C=N2)C(=O)OC(C)(C)C)C tert-butyl (R)-6-(N-(1-(4-chlorophenyl)-2,2,2-trifluoroethyl)-N-methylsulfamoyl)-3H-imidazo[4,5-b]pyridine-3-carboxylate